O=C[C@H](O)[C@H](O)[C@H](O)[C@H](O)CO D-allohexose